ClC1=C(C(N(N=C1)C)=O)C chloro-2,4-dimethylpyridazin-3(2H)-one